Lead scandium oxide [O-2].[Sc+3].[Pb+2]